1-[1-[4-(trifluoromethyl)phenyl]cyclopentyl]ethyl (2S)-2-[(3-hydroxy-4-methoxy-pyridine-2-carbonyl)amino]propanoate OC=1C(=NC=CC1OC)C(=O)N[C@H](C(=O)OC(C)C1(CCCC1)C1=CC=C(C=C1)C(F)(F)F)C